(1R,3S,5R)-2-Azabicyclo[3.1.0]hexane [C@@H]12NCC[C@@H]2C1